C1(CC1)C1=C(C(=NO1)C1=C(C=CC=C1Cl)Cl)CO[C@H]1[C@@H]2CN([C@H](C1)C2)C2=CC=C(C=C2)CN2CC(C2)C(=O)OC methyl 1-([4-[(1S,4S,5R)-5-[[5-cyclopropyl-3-(2,6-dichlorophenyl)-1,2-oxazol-4-yl]methoxy]-2-azabicyclo[2.2.1]heptan-2-yl]phenyl]methyl)azetidine-3-carboxylate